FC1=C(C(=CC=C1)F)C1=NC(=C2N1C=CNC2=O)NC2=CC=C(C=C2)C(=O)N2CCNCC2 3-(2,6-difluorophenyl)-1-((4-(piperazine-1-carbonyl)phenyl)amino)imidazo[1,5-a]pyrazin-8(7H)-one